6-(5-cyclopropyl-3-ethylsulfonyl-2-pyridinyl)-2,2-difluoro-5H-[1,3]dioxolo[4,5-f]isoindol-7-one C1(CC1)C=1C=C(C(=NC1)N1CC=2C=C3C(=CC2C1=O)OC(O3)(F)F)S(=O)(=O)CC